(S)-2-(1,3,4-oxadiazol-2-yl)-7-(4-(2-(oxazol-2-yl)phenyl)piperidin-1-yl)-5-oxa-2-azaspiro[3.4]octane O1C(=NN=C1)N1CC2(C1)OC[C@H](C2)N2CCC(CC2)C2=C(C=CC=C2)C=2OC=CN2